N-Boctyrosine C(=O)(OC(C)(C)C)N[C@@H](CC1=CC=C(C=C1)O)C(=O)O